FC1=C(OC=2C(=NC(=NC2)NS(=O)(=O)CC)C2=CN(C(C(=C2)C)=O)C)C=CC(=C1)F N-[5-(2,4-difluorophenoxy)-4-(1,5-dimethyl-6-oxopyridin-3-yl)pyrimidin-2-yl]ethanesulfonamide